2-acetyl-5-(2-acetyl-2,3-dihydro-1,3-dioxo-1h-inden-5-yl)-2,3-dihydro-1,3-dioxo-1h-indene C(C)(=O)C1C(C2=CC=C(C=C2C1=O)C=1C=C2C(C(C(C2=CC1)=O)C(C)=O)=O)=O